BrC=1C(=C(C=CC1)B(O)O)SC (3-bromo-2-(methylthio)phenyl)boronic acid